2-(2-Methyl-5-nitroimidazol-1-yl)ethyl thiophene-2-carboxylate S1C(=CC=C1)C(=O)OCCN1C(=NC=C1[N+](=O)[O-])C